P(O)(O)=O.CP(OC)(OC)=O dimethyl methylphosphonate (phosphonate)